CCC\C=C/CC (4Z)-hept-4-en